BrC=1C(=NN(C1C(F)(F)F)CCCC)N 4-Bromo-1-butyl-5-(trifluoromethyl)-1H-pyrazole-3-amine